(S)-1-[2-(4-Bromobenzo[d]isoxazol-3-yl)phenyl]-2-(pyridine-2-yl)ethan-1-amine BrC1=CC=CC2=C1C(=NO2)C2=C(C=CC=C2)[C@H](CC2=NC=CC=C2)N